1-(4-(3-((4-amino-5-(4-cyclopropoxy-3-methoxyphenyl)-7-methyl-7H-pyrrolo[2,3-d]pyrimidin-6-yl)ethynyl)azetidin-1-yl)piperidin-1-yl)prop-2-en-1-one NC=1C2=C(N=CN1)N(C(=C2C2=CC(=C(C=C2)OC2CC2)OC)C#CC2CN(C2)C2CCN(CC2)C(C=C)=O)C